C(C)OS(=O)(=O)O.C(CCCCCC)N1CC=CC=C1 N-heptyl-pyridine ethyl-sulfate